C(C)O.C1(=CC=CC=C1)O.C1(=CC=CC=C1)O bis-phenol-ethanol